COC(=O)C=1C=CC=C2C(=NN(C12)CC1=CC=C(C=C1)OC(F)(F)F)C#CC (propane-1-yn-1-yl)-1-(4-(trifluoromethoxy)benzyl)-1H-indazole-7-carboxylic acid methyl ester